n-propenyl acetate C(C)(=O)OC=CC